O1COC2=C1C=CC=C2CNC(C)C2=CC(=NC=C2)N2CCCCC2 N-(1,3-benzodioxol-4-ylmethyl)-1-[2-(1-piperidinyl)-4-pyridinyl]ethanamine